(6-Aminopyridin-2-yl)acetic acid NC1=CC=CC(=N1)CC(=O)O